2-octene-1-ol C(C=CCCCCC)O